O1B=CC2=C1C=CC=C2 BENZOXABOROL